(3R)-3,7-dimethyl-6-octenal C[C@@H](CC=O)CCC=C(C)C